2,6-DIMETHYL-1H-INDOLE-3-CARBALDEHYDE CC=1NC2=CC(=CC=C2C1C=O)C